tert-Butyl 4-[3-(4,9-Dioxo-4,9-dihydro-naphtho[2,3-b]furan-2-yl)-3-oxo-propionyloxy]piperidine-1-carboxylate O=C1C2=CC=CC=C2C(C=2OC(=CC21)C(CC(=O)OC2CCN(CC2)C(=O)OC(C)(C)C)=O)=O